3-fluoro-3-{2-[5-(trifluoromethyl)-1,2-oxazol-3-yl]vinyl}azetidine-1-carboxylic acid tert-butyl ester C(C)(C)(C)OC(=O)N1CC(C1)(C=CC1=NOC(=C1)C(F)(F)F)F